CC(C=O)C(C)C 2,3-Dimethylbutanal